(S,E)-N-(3-(4-chloro-2-fluorophenoxy)propylidene)-2-methylpropane-2-sulfinamide ClC1=CC(=C(OCC\C=N\[S@@](=O)C(C)(C)C)C=C1)F